C1(CC1)C=1C=CC=C2C=CC=C(C12)N1C(=NC2=C(N=C(N=C2N2C[C@@H](NCC2)CC#N)OC[C@H]2N(CCC2)C)C1=O)C 2-((S)-4-(7-(8-cyclopropylnaphthalen-1-yl)-6-methyl-2-(((S)-1-methylpyrrolidin-2-yl)methoxy)-8-oxo-7,8-dihydropyrimido[5,4-d]pyrimidin-4-yl)piperazin-2-yl)acetonitrile